3H-spiro[furo[2,3-c]pyridin-2,3'-pyrrolidine] hydrogen chloride Cl.N1CC2(CC1)CC=1C(=CN=CC1)O2